ClC1=CC=C(C=C1)C1=CC=C(O1)C(=O)N(CCN(S(=O)(=O)C=C)C)C 5-(4-Chlorophenyl)-N-methyl-N-[2-(N-methylethenesulfonamido)ethyl]furan-2-carboxamide